BrC1=CC(=NC=C1)N1N=CC=2C(NCCC21)=O 1-(4-bromopyridin-2-yl)-1,5,6,7-tetrahydro-4H-pyrazolo[4,3-c]pyridin-4-one